2,4-dimethyl-6-sec-butylphenol CC1=C(C(=CC(=C1)C)C(C)CC)O